BrC=1C(=NSC1)C1=CC=CC=C1 4-bromo-3-phenylisothiazole